C1(=CC=CC=C1)N(C1=CC=CC=C1)C1=CC=C(C=C1)C1=C(C=CC=C1)C1=CC=C(C=C1)N(C1=CC=CC=C1)C1=CC=CC=C1 bis(4-(N,N-diphenylamino)phenyl)Benzene